5-(2,3-Difluorophenyl)-N-((tetrahydro-2H-pyran-3-yl)methyl)-1H-indazole-3-carboxamide FC1=C(C=CC=C1F)C=1C=C2C(=NNC2=CC1)C(=O)NCC1COCCC1